O1COC2=C1C=CC(=C2)CNC=2C=CC=1N(N2)C(=CN1)C1=CC(=C(C=C1)O)OC 4-[6-(1,3-benzodioxol-5-ylmethyl-amino)imidazo[1,2-b]pyridazin-3-yl]-2-methoxy-phenol